ClC=1C=CC2=C(C(C[C@@H](O2)C(=O)N[C@H]2[C@@H]3C[C@H]([C@H](C2)C3)NC(CO[C@@H]3C[C@@H](C3)OC(F)(F)F)=O)=O)C1 |o1:13,14,16,17| (2R)-6-chloro-4-oxo-N-[(1S*,2R*,4S*,5R*)-5-(2-{[cis-3-(trifluoromethoxy)cyclobutyl]oxy}acetamido)bicyclo[2.2.1]heptan-2-yl]-3,4-dihydro-2H-1-benzopyran-2-carboxamide